ClC1=C(C(=CC=C1)F)C1=CC(=CC=N1)NC1=CC=C(C=C1)N1C(CN(CC1)C1COC1)=O 6-(2-Chloro-6-fluorophenyl)-4-((4-(4-(oxetan-3-yl)-2-oxopiperazin-1-yl)phenyl)amino)pyridin